8-oxatricyclo[7.4.0.02,7]tridecane C12C3CCCCC3OC2CCCC1